1-(6-(1-(1-(3-((4-((5-Chloropyrimidin-2-yl)amino)piperidin-1-yl)sulfonyl)phenyl)ethyl)-piperidin-4-yl)-1-methyl-1H-indazol-3-yl)dihydropyrimidine-2,4(1H,3H)-dione ClC=1C=NC(=NC1)NC1CCN(CC1)S(=O)(=O)C=1C=C(C=CC1)C(C)N1CCC(CC1)C1=CC=C2C(=NN(C2=C1)C)N1C(NC(CC1)=O)=O